BrC1=C(C(=O)C2=C(C=C(OCC(=O)NC=3C=NC=CC3)C=C2)C)C=CC=C1 2-(4-(2-bromobenzoyl)-3-methylphenoxy)-N-(pyridin-3-yl)acetamide